5-amino-3,7-bis(4-chlorophenyl)-7H-thiazolo[3,2-a]pyrimidine-6-carbonitrile NC1=C(C(N=C2N1C(=CS2)C2=CC=C(C=C2)Cl)C2=CC=C(C=C2)Cl)C#N